4-methoxy-5-(piperidin-4-yl)-1H-indazole-7-carboxamide COC1=C2C=NNC2=C(C=C1C1CCNCC1)C(=O)N